CN(C(=O)C=1C=CC=C2C(=NC=NC12)N[C@H](CN1CCN(CC1)S(=O)(=O)C=1SC(=CC1)C1=CC(=NO1)C)C)CC(F)(F)F N-methyl-4-{[(2S)-1-(4-{[5-(3-methyl-1,2-oxazol-5-yl)thiophen-2-yl]sulfonyl}piperazin-1-yl)propan-2-yl]amino}-N-(2,2,2-trifluoroethyl)quinazoline-8-carboxamide